(3-fluoro-2-(((1-oxoisoindolin-5-yl)oxy)methyl)allyl)carbamic acid tert-butyl ester C(C)(C)(C)OC(NCC(=CF)COC=1C=C2CNC(C2=CC1)=O)=O